Methyl-1-{[(4-chloro-2,6-dimethylphenyl)acetyl]amino}-4-oxocyclohexancarboxylat COC(=O)C1(CCC(CC1)=O)NC(CC1=C(C=C(C=C1C)Cl)C)=O